ClC1=CC2=C(C3=CC(=CC=C3N=C2C=C1)OC)NC1=CC(=C(C(=C1)CN1CCCC1)O)CN1CCCC1 4-((2-Chloro-7-methoxyacridin-9-yl)amino)-2,6-bis(pyrrolidin-1-ylmethyl)phenol